FC1=CC=CC2=C1N(C[C@@H]1[C@@H](C(N2C)=O)N(C(C1)=O)C1=NC(=CC(=C1)C(F)(F)F)C)CC=O 2-((3aR,11aS)-6-fluoro-10-methyl-1-(6-methyl-4-(trifluoromethyl)pyridin-2-yl)-2,11-dioxo-1,2,3,3a,4,10,11,11a-octahydro-5H-benzo[b]pyrrolo[2,3-f][1,4]diazocin-5-yl)acetaldehyde